4-(Piperidine-1-carbonyl)benzoic acid [3-(1-ethyl-8-oxo-spiro[6,7-dihydro-4H-pyrazolo[3,4-c]azepin-5,4'-tetrahydropyran]-3-yl)-2,2-dimethyl-propyl] ester C(C)N1N=C(C2=C1C(NCC1(CCOCC1)C2)=O)CC(COC(C2=CC=C(C=C2)C(=O)N2CCCCC2)=O)(C)C